C(O)NC(O)=O.NC1=CC=C(C=C1)C=1C2=CC=C(N2)C(=C2C=CC(C(=C3C=CC(=C(C=4C=CC1N4)C4=CC=C(C=C4)N)N3)C3=CC=C(C=C3)N)=N2)C2=CC=C(C=C2)N 5,10,15,20-tetra(4-aminophenyl)porphyrin methylolcarbamate